6-(3,5-dimethylpyrazol-1-yl)-2-[[1-(7-fluoroquinazolin-4-yl)azetidin-3-yl]methyl]pyridazin-3-one CC1=NN(C(=C1)C)C=1C=CC(N(N1)CC1CN(C1)C1=NC=NC2=CC(=CC=C12)F)=O